OCCCN1CCNCC1 N-3-hydroxypropyl-piperazine